C=C1C(C(CCC1)C1CCC(CC1)N)N methylenebicyclohexane-2,4'-diamine